(2-(1-methyl-2,5-dihydro-1H-pyrrol-3-yl)thieno[2,3-b]pyridin-4-yl)benzo[d]thiazol-5-amine CN1CC(=CC1)C1=CC=2C(=NC=CC2C=2SC3=C(N2)C=C(C=C3)N)S1